2-((4-(3-((4-Cyano-2-fluorobenzyl)oxy)-4-fluorophenyl)piperidin-1-yl)methyl)-7-fluoro-4-methoxy-1-methyl-1H-benzo[d]imidazole C(#N)C1=CC(=C(COC=2C=C(C=CC2F)C2CCN(CC2)CC2=NC3=C(N2C)C(=CC=C3OC)F)C=C1)F